(rac)-(6-(3-cyclobutylphenyl)-2-azaspiro[3.4]oct-2-yl)((1s,3s)-3-hydroxy-3-methylcyclobutyl)methanone C1(CCC1)C=1C=C(C=CC1)[C@H]1CC2(CN(C2)C(=O)C2CC(C2)(C)O)CC1 |r|